N-tert-butyl-6-(2-chloro-3,5-difluoro-anilino)-3-methoxy-pyridine-2-carboxamide C(C)(C)(C)NC(=O)C1=NC(=CC=C1OC)NC1=C(C(=CC(=C1)F)F)Cl